COC1=CC=C(C=N1)OC1CCN(CC1)C1=C(C=C(N=N1)C(=O)OC)C methyl 6-(4-((6-methoxypyridin-3-yl)oxy)piperidin-1-yl)-5-methylpyridazine-3-carboxylate